ClC1=CC(=CN=N1)C=1C(=NC=C(N1)C1=CC=CC=C1)N\C(\C(=O)OC(C)(C)C)=C/C=1OC=CC1 tert-butyl (Z)-2-((3-(6-chloropyridazin-4-yl)-5-phenylpyrazin-2-yl)amino)-3-(furan-2-yl)acrylate